β-butyrolacton C1(CC(C)O1)=O